COC1=CC=C(C=N1)C=1N=C(C2=C(N1)C=C(S2)/C=C/C(=O)O)N2CCOCC2 (E)-3-(2-(6-methoxy-3-pyridyl)-4-morpholino-6-thieno[3,2-d]pyrimidinyl)acrylic acid